C(C)(C)(C)C1(CC(=CC=C1)C(C)(C)C)O 1,3-di-t-butylphenol